ClC1=CC=C(C=C1)SCC[C@@]12CC(C[C@H]1[C@@H]1CC=C3C[C@H](CC[C@]3(C)[C@H]1CC2)O)=O (4-chlorophenylthiomethyl)-16-oxo-androsta-5-en-3beta-ol